1-(2,2-Difluoro-benzo[1,3]dioxol-5-ylmethyl)-4-[5-(3-fluoro-benzyl)-2H-[1,2,4]triazol-3-yl]-piperidine FC1(OC2=C(O1)C=CC(=C2)CN2CCC(CC2)C=2NN=C(N2)CC2=CC(=CC=C2)F)F